(-)-8-((1R,2S,3R)-3-hydroxy-2-methylcyclopentyl)-6-(difluoromethyl-d)-2-((1-(methylsulfonyl)piperidin-4-yl-3,3,4,5,5-d5)-amino)pyrido[2,3-d]pyrimidin-7(8H)-one O[C@H]1[C@H]([C@@H](CC1)N1C(C(=CC2=C1N=C(N=C2)NC2(C(CN(CC2([2H])[2H])S(=O)(=O)C)([2H])[2H])[2H])C([2H])(F)F)=O)C